methylenebiphenol C=C1C(=C(C=CC1)O)C=1C(=CC=CC1)O